methyl-morpholine oxide C[N+]1(CCOCC1)[O-]